2-(6-(1H-imidazol-1-yl)pyridazine-3-carboxamido)-4-(2-(4-carboxy-2-fluoro-5-(tetrazolo[1,5-b]pyridazine-6-carboxamido)phenoxy)ethyl)-5-fluorobenzoic acid N1(C=NC=C1)C1=CC=C(N=N1)C(=O)NC1=C(C(=O)O)C=C(C(=C1)CCOC1=C(C=C(C(=C1)NC(=O)C=1C=CC=2N(N1)N=NN2)C(=O)O)F)F